C(C)(C)(C)OC(CCCN([C@@H](C(C)C)C(=O)O)C(=O)OCC1=CC=CC=C1)=O.NCC(=O)NCC1=CC=C(C=C1)S(NC=1C=CC=C2C(=CNC12)Cl)(=O)=O 2-amino-N-([4-[(3-chloro-1H-indol-7-yl)sulfamoyl]phenyl]methyl)acetamide 4-(Tert-Butoxy)-4-Oxobutyl-((Benzyloxy)Carbonyl)-L-Valinate